5,5-diphenyl-2-methyl-3,4-propano-1,3,2-oxazaborolidine C1(=CC=CC=C1)C1(C2N(B(O1)C)CCC2)C2=CC=CC=C2